N-(5-chloro-1,3-benzoxazol-2-yl)-2-(methoxymethyl)-6-({[2-(trifluoromethyl)phenyl]carbonyl}amino)-1H-benzimidazole-4-carboxamide ClC=1C=CC2=C(N=C(O2)NC(=O)C2=CC(=CC=3NC(=NC32)COC)NC(=O)C3=C(C=CC=C3)C(F)(F)F)C1